2-(2-(butylamino)-2-oxoethyl)isoquinolin-2-ium C(CCC)NC(C[N+]1=CC2=CC=CC=C2C=C1)=O